COC(=O)C=1SC(=CC1N)C(=O)N1C[C@H](CC1)NC(C)=O (S)-5-(3-acetamidopyrrolidine-1-carbonyl)-3-aminothiophene-2-carboxylic acid methyl ester